S1C(=NC2=C1C=CC=C2)C(C)N2C[C@@H](N(C[C@H]2CC)C(=O)OC(C)(C)C)CC tert-butyl (2S,5R)-4-(1-(benzo[d]thiazol-2-yl)ethyl)-2,5-diethylpiperazine-1-carboxylate